tetramethyl-m-xylene diphosphate OP(O)(=O)OP(=O)(O)O.CC1=C(C(=C(C(=C1C)C)C)C)C